(R)-7-(Cyclopentylamino)-N-(2-fluoro-3-hydroxy-3-methylbutyl)-2-phenylthiazolo[5,4-b]pyridin-6-carboxamid C1(CCCC1)NC1=C2C(=NC=C1C(=O)NC[C@H](C(C)(C)O)F)SC(=N2)C2=CC=CC=C2